IC=1C=NC(=NC1)NC=1C(=NN(C1)CCOC)C 5-iodo-N-(1-(2-methoxyethyl)-3-methyl-1H-pyrazol-4-yl)pyrimidin-2-amine